(R)-1-(tert-Butoxycarbonyl)-4-oxopiperidine-2-carboxylic acid tert-butylamine salt C(C)(C)(C)N.C(C)(C)(C)OC(=O)N1[C@H](CC(CC1)=O)C(=O)O